propyl hydroxybutyrate sodium [Na].OC(C(=O)OCCC)CC